2,4-dichloro-N-ethylpyrimidin-5-amine ClC1=NC=C(C(=N1)Cl)NCC